CC(C(C)CS(=O)(=O)[O-])CS(=O)(=O)[O-] butane-2,3-diyl-dimesylate